NC1CCN(CC1)C1=NC(=C2N=CN(C2=N1)C(C)C)NCC1=C(C=CC=C1)N1N=CC(=C1)N(C)C 2-(4-aminopiperidin-1-yl)-N-(2-(4-(dimethylamino)-1H-pyrazol-1-yl)benzyl)-9-isopropyl-9H-purin-6-amine